[O-2].C(C)(C)(C)OC(=O)N1CC2(C1)CN(C2)C2=CC=C(C=C2)C2=CC(=C1CN(C(C1=C2)=O)C(C(=O)[Li])C2=C1N(C=N2)CCC1)Cl [2-[6-[4-(2-tert-butoxycarbonyl-2,6-diazaspiro[3.3]heptan-6-yl)phenyl]-4-chloro-1-oxo-isoindolin-2-yl]-2-(6,7-dihydro-5H-pyrrolo[1,2-c]imidazol-1-yl)acetyl]lithium oxide